3-(Bromomethyl)-benzene-1-sulfonyl chloride BrCC=1C=C(C=CC1)S(=O)(=O)Cl